2-(benzyloxy)-4-(difluoromethoxy)-1-nitrobenzene C(C1=CC=CC=C1)OC1=C(C=CC(=C1)OC(F)F)[N+](=O)[O-]